5-fluoro-2-methoxy-N,N-di(prop-2-yl)benzamide FC=1C=CC(=C(C(=O)N(C(C)C)C(C)C)C1)OC